FC1=CC=C(C=C1)N1N=CC2=C1C=C1CCN(C[C@]1(C2)C(=O)C2=NC=CC=C2)S(=O)(=O)C=2C=NC(=CC2)C(F)(F)F (R)-(1-(4-fluorophenyl)-6-((6-(trifluoromethyl)pyridin-3-yl)sulfonyl)-4,4a,5,6,7,8-hexahydro-1H-pyrazolo[3,4-g]isoquinolin-4a-yl)(pyridin-2-yl)methanone